allyl-(2-oxoethyl)carbamic acid tert-butyl ester C(C)(C)(C)OC(N(CC=O)CC=C)=O